C1(CC1)C1=C(C(=O)NCC2=CN=CO2)C=CC(=C1)OC 2-cyclopropyl-4-methoxy-N-(oxazol-5-ylmethyl)benzamide